tetramethyl-1,1'-spirobiindan-7,7'-diol CC1(C(C2(C3=C(C=CC=C13)O)CCC1=CC=CC(=C12)O)(C)C)C